CN(C1=CC=NC=C1)N1N=CC2=CC=CC=C12 (methyl(pyridin-4-yl)amino)-1H-indazol